(R)-5-(2-(2,5-difluorophenyl)pyrrolidin-1-yl)-3-(6-(piperazin-1-yl)pyridin-2-yl)pyrazolo[1,5-a]pyrimidine FC1=C(C=C(C=C1)F)[C@@H]1N(CCC1)C1=NC=2N(C=C1)N=CC2C2=NC(=CC=C2)N2CCNCC2